2-(Difluoromethyl)-5-(5-((4-methyl-5-(thiophen-2-yl)-4H-1,2,4-triazol-3-yl)thio)thiophen-2-yl)-1,3,4-oxadiazole FC(C=1OC(=NN1)C=1SC(=CC1)SC1=NN=C(N1C)C=1SC=CC1)F